Bismuth-gallium [Ga].[Bi]